NC1=NNC=C1C1N(C2=CC(=CC=C2C1)F)C(=O)NCC1=CC(=CC=C1)OC (3-amino-1H-pyrazol-4-yl)-6-fluoro-N-(3-methoxybenzyl)indoline-1-carboxamide